C(C)(C)(C)[Si](C1=CC(=NN1CCOCCNC(=O)OC(C)(C)C)NCC(=O)O)(F)C(C)(C)C {5-[di(tert-butyl)(fluoro)silyl]-1-{2-[2-(tert-butoxycarbonylamino)ethoxy]ethyl}-3-pyrazolylamino}acetic acid